ClC1=C(C=CC=C1)C1=C(C(=NC2=CC(=CC=C12)N1C(=NC=C1)C)N1CC2(CN(C2)C(=O)OC(C)(C)C)CC1)C#N tert-butyl 6-(4-(2-chlorophenyl)-3-cyano-7-(2-methyl-1H-imidazol-1-yl) quinolin-2-yl)-2,6-diazaspiro[3.4]octane-2-carboxylate